C(C)(=O)ON=C(C1=CC(=CC=C1)CC(C=1SC2=C(N1)C=CC(=C2)OCC)NS(=O)(=O)C2=CC=CC=C2)N [[amino-[3-[2-(benzenesulfonamido)-2-(6-ethoxy-1,3-benzothiazol-2-yl)ethyl]phenyl]methylene]amino] acetate